(2S,4R)-1-[(2S)-2-amino-3,3-dimethyl-butanoyl]-4-hydroxy-N-[(1S)-1-[4-(4-methylthiazol-5-yl)phenyl]ethyl]pyrrolidine-2-carboxamide N[C@H](C(=O)N1[C@@H](C[C@H](C1)O)C(=O)N[C@@H](C)C1=CC=C(C=C1)C1=C(N=CS1)C)C(C)(C)C